FC1CC2(C1)CNC2 2-fluoro-6-azaspiro[3.3]Heptane